FS(=O)(=O)[CH2-].[Li+] lithium (fluorosulfonyl)methanide